N[C@@H](C(=O)N[C@H]1CC=2N(C3=C(C1)C=C(C=C3)Cl)C(=NN2)[C@@H]2CC[C@H](CC2)OC2=NC=CC=C2)C2=CC=CC=C2 (2R)-2-amino-N-{(5R)-8-chloro-1-[trans-4-(pyridin-2-yloxy)cyclohexyl]-5,6-dihydro-4H-[1,2,4]triazolo[4,3-a][1]benzazepin-5-yl}-2-phenylacetamide